ClC=1C=C(C=CC1)C1=NOC(=N1)N1CCC(CC1)C(=O)N1CCOCC1 (1-(3-(3-Chlorophenyl)-1,2,4-oxadiazol-5-yl)piperidin-4-yl)(morpholino)methanone